3-[3-(4-Aminophenyl)-1,2,4-oxadiazol-5-yl]methoxy-2,6-difluorobenzenecarboxamide hydrochloride salt Cl.NC1=CC=C(C=C1)C1=NOC(=N1)COC=1C(=C(C(=CC1)F)C(=O)N)F